C(#N)C1=C(N(C=N1)C)C(=O)OC Methyl 5-cyano-3-methylimidazole-4-carboxylate